5-cyano-2-(trifluoromethyl)nicotinic acid C(#N)C=1C=NC(=C(C(=O)O)C1)C(F)(F)F